(2RS)-N-{4-[3-bromo-5-methyl-4-oxo-7-(2,2,2-trifluoroethyl)-4,5-dihydro-1H-pyrrolo[3,2-c]pyridin-2-yl]pyridin-2-yl}-4,4-difluoro-2-(4-fluorophenyl)butanamide BrC1=C(NC2=C1C(N(C=C2CC(F)(F)F)C)=O)C2=CC(=NC=C2)NC([C@H](CC(F)F)C2=CC=C(C=C2)F)=O |r|